2-methoxy-3-(4-methyl-1H-imidazol-1-yl)-7-(3-(trifluoromethyl)phenyl)-9H-fluoren-9-one COC1=CC=2C(C3=CC(=CC=C3C2C=C1N1C=NC(=C1)C)C1=CC(=CC=C1)C(F)(F)F)=O